3-((5-chloro-2-((2-(difluorometh-oxy)-4-(4-morpholinopiperidin-1-yl)phenyl)amino)pyrimidin-4-yl)amino)thiophene-2-carboxamide ClC=1C(=NC(=NC1)NC1=C(C=C(C=C1)N1CCC(CC1)N1CCOCC1)OC(F)F)NC1=C(SC=C1)C(=O)N